2-ethylbutyl (2S)-2-[[(4-tert-butylphenoxy)-(2,3,4,5,6-pentafluorophenoxy)phosphoryl]amino]propanoate C(C)(C)(C)C1=CC=C(OP(=O)(OC2=C(C(=C(C(=C2F)F)F)F)F)N[C@H](C(=O)OCC(CC)CC)C)C=C1